CC1=CC=CC(=N1)C1=NNC=C1C=1N=C2C(=CC=NC2=CC1)CN1CC(C1)N1CCOCC1 4-[1-[[6-[3-(6-methyl-2-pyridyl)-1H-pyrazol-4-yl]-1,5-naphthyridin-4-yl]methyl]azetidin-3-yl]morpholine